FC=1C=C(NC2=NC=C(C(=N2)N[C@H](CO)C2=CC=CC=C2)C=2OC=CN2)C=CC1S(=O)(=O)C (2S)-2-[[2-(3-fluoro-4-methylsulfonyl-anilino)-5-oxazol-2-yl-pyrimidin-4-yl]amino]-2-phenyl-ethanol